4-(4-aminophenoxy)pyridine NC1=CC=C(OC2=CC=NC=C2)C=C1